copper(II) trifluoromethanesulfonimide [N-](S(=O)(=O)C(F)(F)F)S(=O)(=O)C(F)(F)F.[Cu+2].[N-](S(=O)(=O)C(F)(F)F)S(=O)(=O)C(F)(F)F